(S)-1-(naphthalen-2-yl)ethan-1-amine C1=C(C=CC2=CC=CC=C12)[C@H](C)N